FC=1C(=CC=C2C(NC(NC12)=O)=O)CN1CCN(CC1)C=1C=CC(=NC1)C(=O)NC 5-(4-((8-fluoro-2,4-dioxo-1,2,3,4-tetrahydroquinazolin-7-yl)methyl)piperazin-1-yl)-N-methylpicolinamide